allyl-imidazole chloride salt [Cl-].C(C=C)C=1NC=CN1